4-bromo-3-ethoxy-2-fluorobenzoic acid BrC1=C(C(=C(C(=O)O)C=C1)F)OCC